methyl 3-(5-benzyloxypentyl)imidazole-4-carboxylate C(C1=CC=CC=C1)OCCCCCN1C=NC=C1C(=O)OC